1,1,1,3,3,3-hexafluoropropan-2-yl (+)-1-(methyl(pyridin-3-yl)carbamoyl)-6-azaspiro[2.5]octane-6-carboxylate CN(C(=O)C1CC12CCN(CC2)C(=O)OC(C(F)(F)F)C(F)(F)F)C=2C=NC=CC2